C(CC)NC(=O)C1=CC2=C(N(C(=N2)NC=2SC3=C(N2)C=CC(=C3)OC(F)(F)F)C)C=C1 1-Methyl-2-(6-trifluoromethoxy-benzothiazol-2-ylamino)-1H-benzoimidazole-5-carboxylic acid propylamide